ethyl 2-(5-isopropyl-2-methoxy-3-(trifluoromethyl)phenyl)acetate C(C)(C)C=1C=C(C(=C(C1)CC(=O)OCC)OC)C(F)(F)F